zinc terpyridine-4'-carboxylate N1=C(C=CC=C1)C1=NC=CC(=C1C1=NC=CC=C1)C(=O)[O-].[Zn+2].N1=C(C=CC=C1)C1=NC=CC(=C1C1=NC=CC=C1)C(=O)[O-]